N-[3-chloro-4-[[1-[(2s,4r)-4-hydroxypyrrolidine-2-carbonyl]-4-piperidinyl]carbamoyl]phenyl]-5-[6-(dimethylamino)-2,5-difluoro-3-pyridinyl]-1-methyl-imidazole-2-carboxamide ClC=1C=C(C=CC1C(NC1CCN(CC1)C(=O)[C@H]1NC[C@@H](C1)O)=O)NC(=O)C=1N(C(=CN1)C=1C(=NC(=C(C1)F)N(C)C)F)C